C(C)N(C1=CC=C(C=C1)C(C)(NC1=NC=CC=C1)C1=CC=C2C=CC(=NC2=C1O)C)CC 7-(1-(4-(Diethylamino)phenyl)-1-(pyridin-2-ylamino)ethyl)-2-methylquinolin-8-ol